COC(=O)C1(CN(CCC1=CF)C([2H])([2H])[2H])C 4-(fluoromethylene)-3-methyl-1-(methyl-d3)piperidine-3-carboxylic acid methyl ester